(1R)-2,2,2-trifluoro-1-phenylethyl (3R)-4-(2'-ethoxy-6-{[(3R)-pyrrolidin-3-yl]carbamoyl}-[2,3'-bipyridin]-5-yl)-3-ethylpiperazine-1-carboxylate C(C)OC1=NC=CC=C1C1=NC(=C(C=C1)N1[C@@H](CN(CC1)C(=O)O[C@@H](C(F)(F)F)C1=CC=CC=C1)CC)C(N[C@H]1CNCC1)=O